NCC(=O)NC1=C(C=C(C=C1)S(=O)(=O)NC1=C(N=CS1)C(=O)O)C#N 5-[[4-[(2-aminoacetyl)amino]-3-cyano-phenyl]sulfonylamino]thiazole-4-carboxylic acid